[Pt+4].O(P(OO)(=O)OP(=O)([O-])[O-])O.OOP(OO)(=O)OP(=O)([O-])[O-] trans-dihydroxy (pyrophosphate) platinum (IV)